N[C@H](C(=O)N[C@H](C(=O)NC1=CC=C(C=C1)CO)CCCNC(=O)N)C(C)C (2S)-2-[[(2S)-2-amino-3-methyl-butanoyl]amino]-N-[4-(hydroxymethyl)phenyl]-5-ureido-pentanamide